5-(((S)-1-(3-(4-(5-((S)-2,2-difluorocyclopropyl)pyrimidin-2-yl)piperazin-1-yl)-3-oxopropoxy)propan-2-yl)amino)-4-(trifluoromethyl)pyridazin-3(2H)-one FC1([C@@H](C1)C=1C=NC(=NC1)N1CCN(CC1)C(CCOC[C@H](C)NC1=C(C(NN=C1)=O)C(F)(F)F)=O)F